Methyl-stearate COC(CCCCCCCCCCCCCCCCC)=O